C(C)(C)(C)OC(=O)N1CCC12CN(CC2)C=2C1=CN(N=C1C(=CC2)C(=O)O)C 4-[1-(tert-butoxycarbonyl)-1,6-diazaspiro[3.4]octan-6-yl]-2-methylindazole-7-carboxylic acid